2-furan-amine O1C(=CC=C1)N